Tert-butyl (3-(4-fluoro-4-(pyridin-2-ylmethyl)piperidin-1-yl)propyl)carbamate FC1(CCN(CC1)CCCNC(OC(C)(C)C)=O)CC1=NC=CC=C1